NC1=NN2C(C=C(C=C2)C=2C=C(C(=NC2)C)C(=O)NCC2=C(C=CC=C2)OCC2CCC2)=N1 5-{2-amino-[1,2,4]triazolo[1,5-a]pyridin-7-yl}-N-{[2-(cyclobutylmethoxy)phenyl]methyl}-2-methylpyridine-3-carboxamide